1-((R)-1-(3-chlorophenyl)-2-hydroxyethyl)-N5-((1r,3R)-3-methoxycyclobutyl)-N3-methyl-1H-pyrazole-3,5-dicarboxamide ClC=1C=C(C=CC1)[C@H](CO)N1N=C(C=C1C(=O)NC1CC(C1)OC)C(=O)NC